1-Cyclopentyl-3-(7-((2-hydroxy-1-phenylethyl)amino)quinazolin-2-yl)urea C1(CCCC1)NC(=O)NC1=NC2=CC(=CC=C2C=N1)NC(CO)C1=CC=CC=C1